methyl (E)-N-[[5-[2-[2,6-difluoro-4-[1-(methoxyimino)ethyl]phenyl]-2H-1,2,3-triazol-4-yl]-2-methylphenyl]methyl]carbamate FC1=C(C(=CC(=C1)/C(/C)=N/OC)F)N1N=CC(=N1)C=1C=CC(=C(C1)CNC(OC)=O)C